NC1=C2N=CN(C2=NC=N1)CC(=O)N1[C@@H]2C[C@@H]2C[C@H]1C(=O)NC1CC(CCC1)(Cl)Cl (1R,3S,5R)-2-(2-(6-amino-9H-purin-9-yl)acetyl)-N-(3,3-dichlorocyclohexyl)-2-azabicyclo[3.1.0]hexane-3-carboxamide